5-(2-carboxymethoxyvinyl)uridine C(=O)(O)COC=CC=1C(NC(N([C@H]2[C@H](O)[C@H](O)[C@@H](CO)O2)C1)=O)=O